4-Methoxypropiophenone CCC(=O)C1=CC=C(C=C1)OC